C(C)(=O)O[C@H]1[C@@H](CN(C[C@@H]1C1CC1)C1=C2C(=NC=C1N)C(CC2)OC(C)=O)NC(=O)OC(C)(C)C (3R,4R,5S)-1-[7-(acetyloxy)-3-amino-6,7-dihydro-5H-cyclopenta[b]pyridin-4-yl]-3-[(tert-butoxycarbonyl)amino]-5-cyclopropylpiperidin-4-yl acetate